C(C1=CC=CC(=N1)NC(=O)C1(CC1)C(=O)O)([2H])([2H])[2H] 1-((6-(methyl-d3)pyridin-2-yl)carbamoyl)cyclopropane-1-carboxylic acid